C(C)(C)(CC(C)(C)C)C1=CC=C(C=C1)NC1=CC=CC2=CC=CC=C12 N-(4-tert-octyl-phenyl)-1-naphthylamine